6-[4-[acetyl(cyclopropylmethyl)amino]-3-chloro-phenyl]-N-(thiazol-4-ylmethyl)pyridine-3-carboxamide C(C)(=O)N(C1=C(C=C(C=C1)C1=CC=C(C=N1)C(=O)NCC=1N=CSC1)Cl)CC1CC1